5-chloro-N-((1r,4r)-4-((3-(2,3-difluorophenyl)-3-hydroxy-2-oxoindolin-1-yl)methyl)cyclohexyl)-2-methylbenzamide ClC=1C=CC(=C(C(=O)NC2CCC(CC2)CN2C(C(C3=CC=CC=C23)(O)C2=C(C(=CC=C2)F)F)=O)C1)C